6-(Cyclopropanecarboxamido)-N-ethyl-4-((2-methoxy-3-(1-methyl-1H-pyrazol-4-yl)phenyl)amino)nicotinamide C1(CC1)C(=O)NC1=NC=C(C(=O)NCC)C(=C1)NC1=C(C(=CC=C1)C=1C=NN(C1)C)OC